tert-Butyl 3-(2-{(S)-(4,4-difluorocyclohexyl)[(4-methyl-1,2,5-oxadiazole-3-carbonyl)-amino]methyl}-4-fluoro-1H-benzimidazol-5-yl)pyrrolidine-3-carboxylate FC1(CCC(CC1)[C@@H](C1=NC2=C(N1)C=CC(=C2F)C2(CNCC2)C(=O)OC(C)(C)C)NC(=O)C2=NON=C2C)F